methylether diacrylate C(C=C)(=O)O.C(C=C)(=O)O.COC